OC=1C=C(C=CC1)C#N m-hydroxyphenyl cyanide